N-benzoyl-arginine C1=CC=C(C=C1)C(=O)N(CCCC(C(=O)O)N)C(=N)N